2,4-bis(trichloromethyl)-6-[3-bromo-4-[N,N-bis(ethoxycarbonylmethyl)amino]phenyl]-1,3,5-triaza-benzene ClC(C1=NC(=NC(=N1)C(Cl)(Cl)Cl)C1=CC(=C(C=C1)N(CC(=O)OCC)CC(=O)OCC)Br)(Cl)Cl